C(C)(C)(C)OC(N[C@@H]1C(N(C2=C(OC1)C=CC(=C2)OC)C)=O)=O (S)-7-methoxy-5-methyl-4-oxo-2,3,4,5-tetrahydrobenzo[b][1,4]oxazepin-3-yl-carbamic acid tert-butyl ester